BrCCCCCC(=O)N(CCCCCC)CCCCCC 6-Bromo-N,N-dihexylhexanamide